C(C)O\C(=C/OC1=CC=C(C=C1)CN1N=CC(=C1)C(=O)OCC)\C(F)(F)F ethyl 1-[[4-[[(1Z)-2-ethoxy-3,3,3-trifluoro-1-propen-1-yl]oxy]-phenyl]methyl]-1H-pyrazole-4-carboxylate